2-n-heptadecylimidazole C(CCCCCCCCCCCCCCCC)C=1NC=CN1